(methacryloyloxy)pentaerythritol C(C(=C)C)(=O)OC(O)C(CO)(CO)CO